bis{(2-hydroxyethoxy)phenyl}methane OCCOC1=C(C=CC=C1)CC1=C(C=CC=C1)OCCO